NCC=1C=C(C=2N(C1)C=CN2)C2=C(C=C(C#N)C=C2)OC=2N(N=C(C2)C2=NC=CC=C2)C 4-[6-(aminomethyl)imidazo[1,2-a]pyridin-8-yl]-3-(2-methyl-5-pyridin-2-ylpyrazol-3-yl)oxybenzonitrile